CC=1N=CC2=C(N1)N(C(C(=C2)C2COC2)=O)C 2,8-dimethyl-6-(oxetan-3-yl)pyrido[2,3-d]Pyrimidin-7-one